3-ISOCYANOOCTANE [N+](#[C-])C(CC)CCCCC